F[C@@H]1C[C@@]2(CCCN2C1)COC=1N=CC2=C(N1)C(=C(N=C2N(C)C2CNC2)C2(CC1=CC=C(C(=C1C=C2)C#C[Si](C(C)C)(C(C)C)C(C)C)F)O)F 2-([(2R,7aS)-2-fluoro-hexahydropyrrolizin-7a-yl]methoxy-5-[azetidin-3-yl(methyl)amino]-8-fluoropyrido[4,3-d]pyrimidin-7-yl)-6-fluoro-5-[2-(triisopropylsilyl)ethynyl]naphthalen-2-ol